ClC=1C(=C(C=CC1)NC1=C(NC2=C1C(NC[C@H]2C)=O)C2=CC=NC1=CC=C(N=C21)OC2CC2)OC (R)-3-((3-chloro-2-methoxyphenyl)amino)-2-(6-cyclopropoxy-1,5-naphthyridin-4-yl)-7-methyl-1,5,6,7-tetrahydro-4H-pyrrolo[3,2-c]pyridin-4-one